methyl 7-(4-(1H-pyrazol-1-yl)piperidine-1-carbonyl)-3-(benzyloxy)isoquinoline-5-carboxylate N1(N=CC=C1)C1CCN(CC1)C(=O)C=1C=C(C=2C=C(N=CC2C1)OCC1=CC=CC=C1)C(=O)OC